(tetrafluoro-p-phenylene-hexafluoropentamethylene) dicarbamate C(N)(OC1=CC=C(C=C1)C(C(C(C(C(F)(F)OC(N)=O)(F)F)(F)F)(F)F)(F)F)=O